(E)-6-((7-chloro-2,3-dihydro-1H-pyrrolo[1,2-b]indazol-9-yl)imino)-3-((1-cyclopropyl-1H-1,2,4-triazol-3-yl)methyl)-1-(2,4,5-trifluorobenzyl)-1,3,5-triazine-2,4-dione ClC=1C=C(C2=C3N(N=C2C1)CCC3)\N=C\3/NC(N(C(N3CC3=C(C=C(C(=C3)F)F)F)=O)CC3=NN(C=N3)C3CC3)=O